2-(4-fluoro-2-methoxy-phenoxy)-N-pyridazin-4-yl-5-(trifluoromethyl)pyridine-3-carboxamide tert-butyl-[2-(6-fluoropyridin-2-yl)-2-oxo-1-(pyridin-2-yl)ethyl]carbamate C(C)(C)(C)N(C(O)=O)C(C(=O)C1=NC(=CC=C1)F)C1=NC=CC=C1.FC1=CC(=C(OC2=NC=C(C=C2C(=O)NC2=CN=NC=C2)C(F)(F)F)C=C1)OC